C(C(C)(C)C)([O-])[O-] neopentanediolat